ClC1=NC(=CC(=C1)[C@@H]1COC[C@H](N1C(C=C)=O)C)Cl 1-((3R,5R)-3-(2,6-dichloropyridin-4-yl)-5-methylmorpholino)prop-2-en-1-one